N1(CCCCC1)CCOC1=CC=C(CN2C3=CC=CC=C3C=3C=CC=CC23)C=C1 9-(4-(2-(piperidine-1-yl)ethoxy)benzyl)-9H-carbazole